tert-butyl 4-(6-(3-((2-(trifluoromethyl) phenoxy) methyl) piperidin-1-yl) pyrazin-2-yl)-3,6-dihydropyridine-1(2H)-carboxylate FC(C1=C(OCC2CN(CCC2)C2=CN=CC(=N2)C=2CCN(CC2)C(=O)OC(C)(C)C)C=CC=C1)(F)F